N-(5-Chloro-1-(pyridin-4-yl)-1H-pyrazol-4-yl)-3-(4-chloro-3,5-difluorophenyl)propanamide ClC1=C(C=NN1C1=CC=NC=C1)NC(CCC1=CC(=C(C(=C1)F)Cl)F)=O